(E)-1-(4-(3-chlorobenzyl)piperazinyl)-3-(2,4-dihydroxyphenyl)-2-propen-1-one ClC=1C=C(CN2CCN(CC2)C(\C=C\C2=C(C=C(C=C2)O)O)=O)C=CC1